(2S,4R)-1-[(2S)-2-(4-cyclopropyltriazol-1-yl)-3,3-dimethyl-butanoyl]-4-hydroxy-N-[2-[4-(trifluoromethyl)-2-pyridyl]ethyl]pyrrolidine-2-carboxamide C1(CC1)C=1N=NN(C1)[C@H](C(=O)N1[C@@H](C[C@H](C1)O)C(=O)NCCC1=NC=CC(=C1)C(F)(F)F)C(C)(C)C